C1(CC1)NC1=NOC2=C1C=C(C=C2)B(O)O 3-(CYCLOPROPYLAMINO)BENZO[D]ISOXAZOL-5-YLBORONIC ACID